Methyl 2-(2-(1,1-difluoroethyl)-4-fluorophenyl)-3-(4-((1-(3-fluoropropyl)azetidin-3-yl)amino)phenoxy)benzo[b]thiophene-6-carboxylate FC(C)(F)C1=C(C=CC(=C1)F)C1=C(C2=C(S1)C=C(C=C2)C(=O)OC)OC2=CC=C(C=C2)NC2CN(C2)CCCF